C1(CC1)NC(=O)C=1C=C(C(N(C1)C[C@@H](C1=CC=CC=C1)O)=O)C(=O)NC |r| (+/-)-N5-cyclopropyl-1-(2-hydroxy-2-phenylethyl)-N3-methyl-2-oxo-1,2-dihydropyridine-3,5-dicarboxamide